ClC=1C=C(C=C(C1OC)Cl)C(=O)N1C2=C(OC3(CC3)C1)C=CC(=C2)C(F)(F)F (3,5-dichloro-4-methoxyphenyl)(6-(trifluoromethyl)spiro[benzo[b][1,4]oxazin-2,1'-cyclopropane]-4(3H)-yl)methanone